NC1CCC(CC1)NC1=NC2=CC=C(C=C2C=N1)C1=C(C=C(C=C1F)NS(=O)(=O)C1=C(C=CC=C1)Cl)F N-(4-(2-(((1r,4r)-4-aminocyclohexyl)amino)quinazolin-6-yl)-3,5-difluorophenyl)-2-chlorobenzenesulfonamide